4-[2-(4-aminopiperidin-1-yl)-5-[2-(4-hydroxyoxan-4-yl)ethynyl]pyrimidin-4-yl]-2-fluorobenzonitrile NC1CCN(CC1)C1=NC=C(C(=N1)C1=CC(=C(C#N)C=C1)F)C#CC1(CCOCC1)O